sodium hexanesulphonate C(CCCCC)S(=O)(=O)[O-].[Na+]